p-fluorobenzenemethylamine iodide [I-].FC1=CC=C(C=C1)CN